(S)-3-(2-Fluoro-5-(2-methoxyethoxy)phenyl)-4-((R)-3-(2-(5,6,7,8-tetrahydro-1,8-naphthyridin-2-yl)ethyl)pyrrolidin-1-yl)butanoic acid FC1=C(C=C(C=C1)OCCOC)[C@H](CC(=O)O)CN1C[C@@H](CC1)CCC1=NC=2NCCCC2C=C1